1-vinyl-4-(triethoxysilyl)benzene C(=C)C1=CC=C(C=C1)[Si](OCC)(OCC)OCC